C(C)OC(=O)[C@@H]1NC[C@@H](CC1)NCC1=CC=CC=C1 (2r,5r)-5-(benzylamino)-piperidine-2-carboxylic acid ethyl ester